C(C)OC(=O)N1C[C@@H](C[C@H](C1)OCC)OC=1C=C2CN(C(C2=CC1)=O)C1C(NC(CC1)=O)=O (3R,5R)-3-((2-(2,6-Dioxopiperidin-3-yl)-1-oxoisoindolin-5-yl)oxy)-5-ethoxypiperidine-1-carboxylic acid ethyl ester